CS(=O)(=O)C1=CC2=C(N(C(O2)=O)CC#C)C=C1 6-(methylsulfonyl)-3-(prop-2-yn-1-yl)benzo[d]oxazol-2(3H)-one